COC1=CC=C(C=C1)OC1=CC=C(C=C1)OC p-methoxyphenyl ether